[O-2].[Ce+3].[Si+4] silicon-cerium oxide